(R,S)-7-(3-(4,4,5,5-Tetramethyl-1,3,2-dioxaborolan-2-yl)phenyl)-6,7-dihydro-5H-cyclopenta[b]pyridin-7-ol CC1(OB(OC1(C)C)C=1C=C(C=CC1)[C@@]1(CCC=2C1=NC=CC2)O)C